OCCN1CC2=CC=CC=C2C2(CCN(CC2)[C@@H]2CC[C@@H](CC2)C(C)C)C1=O 2-(2-hydroxyethyl)-1'-(cis-4-isopropyl-cyclohexyl)-1,2-dihydro-3H-spiro[isoquinoline-4,4'-piperidin]-3-one